8-(3-fluorophenyl)-N-(6-morpholinylpyridin-3-yl)quinazolin-2-amine FC=1C=C(C=CC1)C=1C=CC=C2C=NC(=NC12)NC=1C=NC(=CC1)N1CCOCC1